N1=C(C=CC=C1)C(=O)N(NC(=O)NN)C(=O)C1=NC=CC=C1 N,1-bis(2-pyridinoyl)carbohydrazide